Lithium (R)-5-(8-(8-ethyl-4-methyl-2-oxo-2,3,4,5-tetrahydro-1H-benzo[b][1,4]diazepin-6-yl)isoquinolin-3-yl)picolinate C(C)C=1C=C(C2=C(NC(C[C@H](N2)C)=O)C1)C=1C=CC=C2C=C(N=CC12)C=1C=CC(=NC1)C(=O)[O-].[Li+]